Methyl-2-[4-methoxy-2-(trifluoromethyl)phenyl]-5-[1-(phenylsulfonyl)-1H-pyrrolo[2,3-b]pyridin-4-yl]-1-{[2-(trimethylsilyl)ethoxy]methyl}-1H-pyrrole-3-carboxylate COC(=O)C1=C(N(C(=C1)C1=C2C(=NC=C1)N(C=C2)S(=O)(=O)C2=CC=CC=C2)COCC[Si](C)(C)C)C2=C(C=C(C=C2)OC)C(F)(F)F